COC1=CC=C(CC2=NN=C(N=N2)N)C=C1 (4-methoxybenzyl)-1,2,4,5-tetrazin-3-amine